(S)-4-(1-naphthamido)-5-oxo-5-((2-(p-tolylthio)phenyl)amino)pentanoic acid C1(=CC=CC2=CC=CC=C12)C(=O)N[C@@H](CCC(=O)O)C(NC1=C(C=CC=C1)SC1=CC=C(C=C1)C)=O